[Br-].C(C1=CC=CC=C1)[N+](CCOC(C(=C)C)=O)(C)C benzyl-dimethyl-[2-(2-methyl-1-oxoallyl)oxyethyl]ammonium bromide